C1(=CC=CC=C1)S(=O)(=O)OCCC=1N=C(OC1CC)C1=CC=C(C=C1)OC 2-(5-ethyl-2-(4-methoxyphenyl)oxazol-4-yl)ethyl benzenesulfonate